tert-butyl 2-(hydroxymethyl)-3,8-diazabicyclo[3.2.1]octane-8-carboxylate OCC1C2CCC(CN1)N2C(=O)OC(C)(C)C